N-(2'-aminoethyl)-2-methoxynaphthalene-1-sulfonylamine hydrochloride Cl.NCCNS(=O)(=O)C1=C(C=CC2=CC=CC=C12)OC